COC=1C=C(C(=O)NC2CCC(CC2)NC2=CC=CC=3N2C=C(N3)C#N)C=CC1 3-methoxy-N-[(1s,4s)-4-({2-cyanoimidazo[1,2-a]pyridin-5-yl}amino)cyclohexyl]benzamide